[Ca+2].C(CCCC(=O)[O-])(=O)[O-] glutarate calcium